ε-hexanolactam C1(CCCC(C)N1)=O